(1S,3R)-3-((2-cyclopropylethyl)(2-(2,6-dioxopiperidin-3-yl)-1-oxoisoindolin-4-yl)amino)cyclopentanecarboxamide C1(CC1)CCN([C@H]1C[C@H](CC1)C(=O)N)C1=C2CN(C(C2=CC=C1)=O)C1C(NC(CC1)=O)=O